ClC1=C(C=CC=C1Cl)C1=NC2=NC(=NC=C2N1C)N1CCC2(CC1)[C@@H](C1=CC=CC=C1C2)NS(=O)C(C)(C)C N-((S)-1'-(8-(2,3-dichlorophenyl)-7-methyl-7H-purin-2-yl)-1,3-dihydrospiro[inden-2,4'-piperidin]-1-yl)-2-methylpropan-2-sulfinamide